3,4-Dichloro-N-((S)-4-piperidin-3-yl-phenyl)-benzamid ClC=1C=C(C(=O)NC2=CC=C(C=C2)[C@H]2CNCCC2)C=CC1Cl